ethyl citrate C(CC(O)(C(=O)[O-])CC(=O)[O-])(=O)OCC